N-[(dimethylamino)-1H-1,2,3-triazolo-[4,5-b]pyridin-1-ylmethylene]-N-ethyl-methanaminium hexafluorophosphate F[P-](F)(F)(F)(F)F.CN(C)C(=[N+](C)CC)N1N=NC2=NC=CC=C21